The molecule is an N-carbamoyl-D-alpha-amino acid anion obtained by deprotonation of the carboxy group of N-carbamoyl-D-methionine. Major microspecies at pH 7.3. It is a conjugate base of a N-carbamoyl-D-methionine. It is an enantiomer of a N-carbamoyl-L-methioninate. CSCC[C@H](C(=O)[O-])NC(=O)N